C(C)(C)(C)C=1C(=CC(=C(C1)C)C(C)(CCSCCCCCCCCCCCC)C1=C(C=C(C(=C1)O)C(C)(C)C)C)O 2,2-bis(5-tert-butyl-4-hydroxy-2-tolyl)-4-n-dodecylmercaptobutane